[2H]C1=C(C(=C(C(=C1[2H])[2H])C(=O)C2=C(C=CC(=C2)Cl)N)[2H])[2H] 2-amino-5-chlorobenzophenone-D5